BrC1=CC=C(C=C1)N1C(C(CC1)N1C(NC(C=C1)=O)=O)=O 1-(1-(4-bromophenyl)-2-oxopyrrolidin-3-yl)pyrimidine-2,4(1H,3H)-dione